(E)-3-(4-chlorophenyl)-2-(methoxyimino)propionic acid ClC1=CC=C(C=C1)C\C(\C(=O)O)=N/OC